1-((4-((trimethylsilyl)ethynyl)phenyl)amino)cyclopentane-1-carbonitrile C[Si](C)(C)C#CC1=CC=C(C=C1)NC1(CCCC1)C#N